methyl (4S)-2-[(2S)-3-(3-bromophenyl)-2-[(tert-butoxycarbonyl)amino]propanoyl]-2,3-diazabicyclo[3.1.1]heptane-4-carboxylate BrC=1C=C(C=CC1)C[C@@H](C(=O)N1C2CC([C@H](N1)C(=O)OC)C2)NC(=O)OC(C)(C)C